Diethyl (tert-butoxycarbonyl)glycyl-L-valyl-D-glutamate Diethyl-(tert-butoxycarbonyl)-L-valyl-D-glutamate C(C)[C@](N(C(=O)OC(C)(C)C)CC)(C(C)C)C(=O)N[C@H](CCC(=O)O)C(=O)O.C(C)(C)(C)OC(=O)NCC(=O)N[C@@H](C(C)C)C(=O)N[C@H](CCC(=O)OCC)C(=O)OCC